5-(2-Bromo-4-fluorophenyl)-2-oxo-1-oxa-3,4,9-triazaspiro[5.5]undec-4-ene-9-carboxylic acid tert-butyl ester C(C)(C)(C)OC(=O)N1CCC2(C(=NNC(O2)=O)C2=C(C=C(C=C2)F)Br)CC1